4-((S)-1-((R)-1-((5-(2-methyl-4-sulfamoylphenyl)pyridin-3-yl)methyl)pyrrolidine-2-carboxamido)ethyl)benzoic acid CC1=C(C=CC(=C1)S(N)(=O)=O)C=1C=C(C=NC1)CN1[C@H](CCC1)C(=O)N[C@@H](C)C1=CC=C(C(=O)O)C=C1